3-((benzo[d]isothiazol-3-ylamino)methyl)benzoic acid S1N=C(C2=C1C=CC=C2)NCC=2C=C(C(=O)O)C=CC2